2-((2R,5S)-5-methyl-2-(2-(2-(pyrrolidin-1-yl)ethyl)benzo[d]thiazol-5-yl)piperidin-1-yl)-2-oxo-N-(1-(tetrahydro-2H-pyran-2-yl)-1H-pyrazolo[3,4-c]pyridin-4-yl)acetamide C[C@H]1CC[C@@H](N(C1)C(C(=O)NC1=C2C(=CN=C1)N(N=C2)C2OCCCC2)=O)C=2C=CC1=C(N=C(S1)CCN1CCCC1)C2